methyl 2-(3-chlorosulfonyl-4-methoxy-phenyl)acetate ClS(=O)(=O)C=1C=C(C=CC1OC)CC(=O)OC